5-methyl-3-(5-spiro[2H-benzofuran-3,1'-cyclopropan]-4-yloxypyrazin-2-yl)-1H-imidazo[4,5-b]pyridin-2-one CC1=CC=C2C(=N1)N(C(N2)=O)C2=NC=C(N=C2)OC2=CC=CC1=C2C2(CC2)CO1